3-((3-(5-(2-methyl-[1,1'-biphenyl]-3-yl)-1,3,4-oxadiazol-2-yl)benzyl)amino)propanoic acid methyl ester COC(CCNCC1=CC(=CC=C1)C=1OC(=NN1)C=1C(=C(C=CC1)C1=CC=CC=C1)C)=O